CNCC=1OC(=NN1)C methyl-1-(5-methyl-1,3,4-oxadiazol-2-yl)methylamine